(4-amino-2-methoxy-5-methylaminophenyl)(4-ethylpiperazin-1-yl)methanone NC1=CC(=C(C=C1NC)C(=O)N1CCN(CC1)CC)OC